(3R)-2-(2,2-difluoropropyl)-3-methyl-2,3,4,9-tetrahydro-1H-pyrido[3,4-b]indol FC(CN1CC=2NC3=CC=CC=C3C2C[C@H]1C)(C)F